3-Phenyl-1-(3,4,5-trimethoxyphenyl)prop-2-en-1-one C1(=CC=CC=C1)C=CC(=O)C1=CC(=C(C(=C1)OC)OC)OC